tert-butyl (4-(2-(ethoxymethyl)-1H-imidazo[4,5-d]thieno[3,2-b]pyridin-1-yl) butyl)carbamate C(C)OCC1=NC=2C(=C3C(=NC2)C=CS3)N1CCCCNC(OC(C)(C)C)=O